6-amino-2-(3,5-dichloro-4-((2'-oxospiro[cyclopentane-1,3'-indolin]-5'-yl)oxy)phenyl)-1,2,4-triazine-3,5(2H,4H)-dione NC=1C(NC(N(N1)C1=CC(=C(C(=C1)Cl)OC=1C=C2C3(C(NC2=CC1)=O)CCCC3)Cl)=O)=O